1-(2-fluorophenethyl)-6-oxo-1,6-dihydropyrimidine-4-carboxamide FC1=C(CCN2C=NC(=CC2=O)C(=O)N)C=CC=C1